CS(=O)(=O)CC1=CC=C(C=N1)NC1=NC=C2CCN(CC2=C1)C(=O)OC(C)(C)C tert-butyl 7-{[6-(methanesulfonylmethyl)pyridin-3-yl]amino}-1,2,3,4-tetrahydro-2,6-naphthyridine-2-carboxylate